C1(CC1)CNC1=NC=CC(=C1)C=1OC=C(N1)C(=O)NC=1C(=NN(C1)C1CCC(CC1)C=O)C(C)(C)O 2-[2-(Cyclopropylmethylamino)-4-pyridyl]-N-[1-(4-formylcyclohexyl)-3-(1-hydroxy-1-methyl-ethyl)pyrazol-4-yl]oxazole-4-carboxamide